2,6-Dimethylbenzoic acid CC1=C(C(=O)O)C(=CC=C1)C